C(C)OCCN1C(=NC2=C1C=CC=C2)C2CCN(CC2)CCC2=CC=C(C=C2)C(C(=O)O)(C)C 2-[4-[2-[4-[1-(2-ethoxyethyl)-1H-benzo[d]imidazol-2-yl]piperidin-1-yl]ethyl]phenyl]-2-methylpropionic acid